2-(4,6-bis(trifluoromethyl)pyridin-2-yl)-N-(4-fluoro-3-methylphenyl)-N-methyl-5-oxopyrazolidine-3-carboxamide FC(C1=CC(=NC(=C1)C(F)(F)F)N1NC(CC1C(=O)N(C)C1=CC(=C(C=C1)F)C)=O)(F)F